(4-(5-(trifluoromethyl)-1,2,4-oxadiazol-3-yl)phenyl)ethane-1,2-diol FC(C1=NC(=NO1)C1=CC=C(C=C1)C(CO)O)(F)F